N=1C=NN2C1C=C(C=C2)OC2=CC(=C(C=C2C)NC2=NC=NC1=CC(=C(C=C21)NC(/C(=C/[C@@H]2N(CCC2)C)/F)=O)OC(F)F)OC (R,Z)-N-(4-((4-([1,2,4]triazolo[1,5-a]pyridin-7-yloxy)-2-methoxy-5-methylphenyl)amino)-7-(difluoromethoxy)quinazolin-6-yl)-2-fluoro-3-(1-methylpyrrolidin-2-yl)acrylamide